ClC=1N=C(SC1)C=1N=NN(C1)[C@@H]1[C@H]([C@@H](O[C@@H]([C@@H]1O)CO)C1=NN=C(N1C1=C(C=CC(=C1)Cl)C(F)(F)F)C)O 1-{3-{3-[4-(4-Chlorothiazol-2-yl)-1H-1,2,3-triazol-1-yl]-3-deoxy-β-D-galactopyranosyl}-5-methyl-4H-1,2,4-triazol-4-yl}-5-chloro-2-(trifluoromethyl)benzene